C(C)(C)(C)OC(=O)N1CCC(=CC1)C=1SC2=C(N1)C(=CC(=C2)C2=CC1=CN(N=C1C(=C2)C#N)C)Cl 4-[4-Chloro-6-(7-cyano-2-methyl-indazol-5-yl)-1,3-benzothiazol-2-yl]-3,6-dihydro-2H-pyridine-1-carboxylic acid tert-butyl ester